C(C1=CC=CC=C1)SC1=CC=C(C=C1)C1OCCCC1 2-(4-benzylsulfanylphenyl)tetrahydropyran